NC1=C(CNC(=O)C2OCCC2)C=C(C=C1F)Br N-(2-amino-5-bromo-3-fluorobenzyl)tetrahydrofuran-2-carboxamide